[Si](C1=CC=CC=C1)(C1=CC=CC=C1)(C(C)(C)C)C[C@]1(C2(CC(C1)C2)C(=O)C2=CC1=CC=CC=C1C=C2)C(C)C |r| (rac)-((1R,2S,4S)-2-((tert-butyldiphenylsilyl)methyl)-2-isopropylbicyclo[2.1.1]hexan-1-yl)(naphthalen-2-yl)methanone